O1CCC2=C1C(=CC=C2)N2N=C(C1=NC=C(C=C12)OC)C=1C=NN(C1)C (2,3-Dihydrobenzofuran-7-yl)-6-methoxy-3-(1-methyl-1H-pyrazol-4-yl)-1H-pyrazolo[4,3-b]pyridine